NCC(=O)NCC(=O)NCCC1=C(C(=C(S1)C(C(CC)C1=CC=C(C=C1)F)=O)C(=O)OC)C methyl 5-((2-(2-aminoacetylamino) acetylamino) ethyl)-2-(2-(4-fluorophenyl) butyryl)-4-methylthiophene-3-carboxylate